CC1(OC2=C(O1)C=CC=C2C=2CCN(CC2)C(=O)OC(C)(C)C)C=2C=NC(=CC2)C tert-butyl 4-(2-methyl-2-(6-methylpyridin-3-yl) benzo[d][1,3]dioxol-4-yl)-3,6-dihydropyridine-1(2H)-carboxylate